C(C)(C)(C)OC(=O)N1C[C@]([C@H](C1)SC1=NC=C(C=C1)Cl)(O)CN (3R,4S)-3-(aminomethyl)-4-((5-chloropyridin-2-yl)thio)-3-hydroxypyrrolidine-1-carboxylic acid tert-butyl ester